FC1=C(C(=O)C2=NNC3=NC=C(C=C32)C3=C(C=C(C=C3)S(=O)(=O)N)C)C(=CC=C1SCCC)F 4-[3-[2,6-difluoro-3-(propylsulfanyl)benzoyl]-1H-pyrazolo[3,4-b]Pyridine-5-yl]-3-methyl-benzenesulfonamide